4-amino-6-fluoro-1-methyl-1H-pyrazolo[4,3-c]quinoline-8-carboxylic acid NC1=NC=2C(=CC(=CC2C2=C1C=NN2C)C(=O)O)F